acetyl-choline iodide [I-].C(C)(=O)OCC[N+](C)(C)C